Ethyl 3-(4-bromophenyl)-4-cyano-1-(3-hydroxycyclopentanyl)-1H-pyrazole-5-carboxylate BrC1=CC=C(C=C1)C1=NN(C(=C1C#N)C(=O)OCC)C1CC(CC1)O